(1R,3R)-3-(2-(Benzyloxy)ethyl)-2,2-dimethylcyclobutan-1-ol C(C1=CC=CC=C1)OCC[C@H]1C([C@@H](C1)O)(C)C